CC(CCC=O)=CCCC(C=C)C 4,8-dimethyldec-4,9-dienal